1,2-bis(mercaptomethylthio)ethane SCSCCSCS